CC1=NC(=CC=C1O[C@@H]1C[C@H](CCC1)C(=O)O)C=1N=NN(C1CNC(=O)OCCC1=CC=CC=C1)C (1S,3S)-3-((2-methyl-6-(1-methyl-5-(((phenethoxycarbonyl)amino)methyl)-1H-1,2,3-triazol-4-yl)pyridin-3-yl)oxy)cyclohexane-1-carboxylic acid